IC1=C(C[N-]C#N)C=CC=C1 N-(2-iodobenzyl)-N-cyanoamide